methyl (7S)-2-benzyl-3-(3-cyanocyclohexyl)-7-methyl-3H,6H,7H,8H,9H-imidazo[4,5-f]quinoline-6-carboxylate C(C1=CC=CC=C1)C=1N(C=2C(=C3CC[C@@H](N(C3=CC2)C(=O)OC)C)N1)C1CC(CCC1)C#N